perfluorooctanesulfonic acid dimethyldineopentylammonium salt C[N+](CC(C)(C)C)(CC(C)(C)C)C.FC(C(C(C(C(C(C(C(F)(F)F)(F)F)(F)F)(F)F)(F)F)(F)F)(F)F)(S(=O)(=O)[O-])F